4-(methylthio)-6-(hydroxymethyl)-o-cresol CSC=1C=C(C(=C(C1)CO)O)C